3-ethylpentan-3-olat C(C)C(CC)(CC)[O-]